C(C)O[Si]([Si]([Si]([Si](C)(C)C)(C)C)(C)C)(C)C ethoxy-nonamethyltetrasilane